3-((7-azaspiro[4.5]dec-9-en-10-yl)methyl)-6-phenylpyrimidin-4(3H)-one C1CCCC12CNCC=C2CN2C=NC(=CC2=O)C2=CC=CC=C2